morpholine bisulfate S(O)(O)(=O)=O.N1CCOCC1